(2RS)-2-(6-bromo-1-oxo-isoindolin-2-yl)-2-(5-chloro-2-methoxy-phenyl)acetic acid BrC1=CC=C2CN(C(C2=C1)=O)[C@@H](C(=O)O)C1=C(C=CC(=C1)Cl)OC |r|